ClC=1N=C(C(=C2C1SC=C2OC)CO)C (7-chloro-3-methoxy-5-methylthieno[2,3-c]pyridin-4-yl)methanol